C(C=1C(C(=O)O)=CC=CC1)(=O)O.C(CCC)OCCOC ethylene glycol methyl butyl ether phthalate